C(C)(C)N1C(=NN=C1)C1=CC=CC(=N1)NC(=O)C=1NC=C(C1)C N-(6-(4-isopropyl-4H-1,2,4-triazol-3-yl)pyridin-2-yl)-4-methyl-1H-pyrrole-2-carboxamide